(S)-N-(3-(4-aminopiperidin-1-yl)propyl)-N-(3-chloro-4-fluorophenyl)-1-(6-methyl-4-(trifluoromethyl)pyridin-2-yl)pyrrolidine-2-carboxamide NC1CCN(CC1)CCCN(C(=O)[C@H]1N(CCC1)C1=NC(=CC(=C1)C(F)(F)F)C)C1=CC(=C(C=C1)F)Cl